4-[[(2S,3R,4R,5S)-3-(5-Deuterio-3,4-difluoro-2-methoxyphenyl)-4,5-dimethyl-5-(trifluoromethyl)tetrahydrofuran-2-carbonyl]amino]pyridin-2-carboxamid [2H]C=1C(=C(C(=C(C1)[C@@H]1[C@H](O[C@@]([C@@H]1C)(C(F)(F)F)C)C(=O)NC1=CC(=NC=C1)C(=O)N)OC)F)F